NC([C@H](C[C@H]1C(NCCC1)=O)NC([C@H](CC1C(C1)(F)F)NC(=O)C=1NC2=CC=CC(=C2C1)OC)=O)=O N-((2S)-1-(((S)-1-amino-1-oxo-3-((S)-2-oxopiperidin-3-yl)propan-2-yl)amino)-3-(2,2-difluorocyclopropyl)-1-oxopropan-2-yl)-4-methoxy-1H-indole-2-carboxamide